C1(CC1)C[C@@H](C(=O)N[C@H](C(=O)OC)C[C@H]1C(NCC1)=O)NC(CCC1=CC=CC=C1)=O methyl (S)-2-((S)-3-cyclopropyl-2-(3-phenylpropanamido)propanamido)-3-((S)-2-oxopyrrolidin-3-yl)propanoate